(1E,5E,8S)-1,5-dimethyl-8-(prop-1-en-2-yl)cyclodeca-1,5-diene C/C/1=C\CC\C(=C\C[C@H](CC1)C(=C)C)\C